ClC1=C(C=CC(=C1)Cl)[C@@H](C)N1N=NC2=C1N=C(N=C2C)N2CC(C2)C2CCN(CC2)CCO (R)-2-(4-(1-(3-(1-(2,4-dichlorophenyl)ethyl)-7-methyl-3H-[1,2,3]triazolo[4,5-d]pyrimidin-5-yl)azetidin-3-yl)piperidin-1-yl)ethan-1-ol